O[C@@H]1CN(C[C@@H](C1)C=1C=NC(=CC1)OC)C(=O)OC(C)(C)C tert-butyl (3S,5S)-3-hydroxy-5-(6-methoxypyridin-3-yl)piperidine-1-carboxylate